C(C)(C)(C)OC(=O)N1N=C(C2=CC=C(C=C12)[C@@H]1C[C@@]12C(N(C1=CC=C(C=C21)OC)C(=O)OC(C)(C)C)=O)NC2=NC(=CN=C2OC)C tert-butyl (1R,2S)-2-[1-(tert-butoxycarbonyl)-3-[(3-methoxy-6-methylpyrazin-2-yl) amino]indazol-6-yl]-5'-methoxy-2'-oxospiro[cyclopropane-1,3'-indole]-1'-carboxylate